6-chloro-4,9-dimethyl-pyridazino[4,5-g][1,4]benzoxazin-3-one ClC1=NN=C(C2=CC3=C(N(C(CO3)=O)C)C=C21)C